C(CCCCCCCCCCCCCCCCC=CCCCCCCCCC)(=O)O 18-Octacosenoic acid